4-bromo-7-chloro-3-oxo-1,3-dihydro-2H-pyrrolo[3,4-c]Pyridine-2-carboxylic acid tert-butyl ester C(C)(C)(C)OC(=O)N1C(C=2C(=NC=C(C2C1)Cl)Br)=O